CN1CC2CN(CC2C1)C=1N=C2N3C=4C=CC=CC4NC3=C(C(C2=CN1)=O)[N+](=O)[O-] 4-(2-methyl-1,3,3a,4,6,6a-hexahydropyrrolo[3,4-c]pyrrol-5-yl)-9-nitro-1,3,5,11-tetrazatetracyclo[8.7.0.02,7.012,17]heptadeca-2,4,6,9,12(17),13,15-heptaen-8-one